({3-[2-(dimethylamino)ethyl]-1-benzothiophen-4-yl}oxy)phosphonic acid CN(CCC1=CSC2=C1C(=CC=C2)OP(O)(O)=O)C